N1C=C(C2=CC=CC=C12)CCC1N(CCC2=CC(=C(C=C12)OCC1=CC=CC=C1)OC)CC1CCOCC1 1-(2-(1H-indol-3-yl)ethyl)-7-(benzyloxy)-6-methoxy-2-((tetrahydro-2H-pyran-4-yl)methyl)-1,2,3,4-tetrahydroisoquinoline